C1(CC1)C1=C(C(=NO1)C1=CC=CC=C1)C(=O)OC1C[C@H]2CC[C@@H](C1)N2C(=O)OC(C)(C)C tert-butyl (1R,3R,5S)-3-[(5-cyclopropyl-3-phenyl-1,2-oxazol-4-yl)carbonyloxy]-8-azabicyclo[3.2.1]octane-8-carboxylate